ClC=1C(=C(C=CC1Cl)NC1=NC=NC2=CC(=C(C=C12)C1CN(C1)C(C=C)=O)OCC(F)(F)F)F 1-(3-(4-((3,4-dichloro-2-fluorophenyl)amino)-7-(2,2,2-trifluoroethoxy)quinazolin-6-yl)azetidin-1-yl)prop-2-en-1-one